2-amino-6-chloro-7-fluoro-1-(3-methoxy-2,6-dimethyl-phenyl)pyrrolo[3,2-c]pyridine-3-carboxamide NC1=C(C=2C=NC(=C(C2N1C1=C(C(=CC=C1C)OC)C)F)Cl)C(=O)N